NC(CC[C@@H](C1=CC=CC=C1)NC(=O)N1CC2=CC(=CC(=C2CC1)C1=CC=C(C=C1)C(F)(F)F)NC)=O (S)-N-(4-amino-4-oxo-1-phenylbutyl)-7-(methylamino)-5-(4-(trifluoromethyl)phenyl)-3,4-dihydroisoquinoline-2(1H)-carboxamide